BrC1=CC2=C(N(N=N2)COCC[Si](C)(C)C)C=C1OC 5-bromo-6-methoxy-1-[[2-(trimethylsilyl)ethoxy]methyl]-1,2,3-benzotriazole